5-[4-(3,3-dimethylazetidin-1-yl)thieno[2,3-d]pyrimidin-6-yl]-1H-pyrimidine-2,4-dione CC1(CN(C1)C=1C2=C(N=CN1)SC(=C2)C=2C(NC(NC2)=O)=O)C